sodium behenyl sulfate S(=O)(=O)(OCCCCCCCCCCCCCCCCCCCCCC)[O-].[Na+]